N-(5-chloro-6-(2H-1,2,3-triazol-2-yl)pyridin-3-yl)-1-(3-chloroimidazo[1,2-a]pyridin-5-yl)-5-(trifluoromethyl)-1H-pyrazole-4-carboxamide ClC=1C=C(C=NC1N1N=CC=N1)NC(=O)C=1C=NN(C1C(F)(F)F)C1=CC=CC=2N1C(=CN2)Cl